2-((2S)-4-(7-(7-ethynylnaphth-1-yl)-6,8-difluoro-2-((tetrahydro-1H-pyrrolizin-7a(5H)-yl)methoxy)quinazolin-4-yl)-1-(2-fluoroacryloyl)piperazin-2-yl)acetonitrile C(#C)C1=CC=C2C=CC=C(C2=C1)C1=C(C=C2C(=NC(=NC2=C1F)OCC12CCCN2CCC1)N1C[C@@H](N(CC1)C(C(=C)F)=O)CC#N)F